5-(4-bromo-1H-imidazol-1-yl)-N-cyclopropyl-2-fluoro-4-methylbenzamide BrC=1N=CN(C1)C=1C(=CC(=C(C(=O)NC2CC2)C1)F)C